CN1N=CC(=C1)C=1C=C(C(=O)NC=2N(C=C(N2)CCCCC(=O)NCCN2CCOCC2)C2=CC=CC=C2)C=CC1 3-(1-methyl-1H-pyrazol-4-yl)-N-(4-(5-((2-morpholinoethyl)amino)-5-oxopentyl)-1-phenyl-1H-imidazol-2-yl)benzamide